FC1=C2C=CN(C2=C(C=C1)C(=O)NC1CC2(CCC2)C1)CC1=CC=C(C=C1)C1=CC=C(C=C1)OC 6-(4-Fluoro-1-((4'-methoxy-[1,1'-biphenyl]-4-yl)methyl)-1H-indol-7-carboxamido)spiro-[3.3]heptan